[6-(3-cyclopropyl-1,2,4-triazol-1-yl)-2-azaspiro[3.3]heptan-2-yl]-[6-[(2,4-difluorophenyl)methyl]-2,6-diazaspiro[3.3]heptan-2-yl]methanone C1(CC1)C1=NN(C=N1)C1CC2(CN(C2)C(=O)N2CC3(C2)CN(C3)CC3=C(C=C(C=C3)F)F)C1